OC[C@H](C)NC1=NC=C2N=C(N(C2=N1)C1CCC(CC1)(C(=O)N)C)NC1=C(C=C(C=C1Cl)Cl)Cl (1R,4s)-4-(2-((S)-1-hydroxypropan-2-ylamino)-8-(2,4,6-trichlorophenylamino)-9H-purin-9-yl)-1-methylcyclohexanecarboxamide